BrC1=CC=C(C=C1)S(=O)(=O)NC=1C=C(C(=O)NC2=C3C(=NN2C)CCC3)C=CC1 3-((4-bromophenyl)sulfonamido)-N-(2-methyl-2,4,5,6-tetrahydrocyclopenta[c]pyrazol-3-yl)benzamide